CC(C[C@@H](C(NCCCN1CCCCC1)=O)NC(=O)[C@@H]1[C@H](O1)C(=O)OCC)C ethyl (2S,3S)-3-(((S)-4-methyl-1-oxo-1-((3-(piperidin-1-yl)propyl)amino)pentan-2-yl)carbamoyl)oxirane-2-carboxylate